O=C1N(C(=CN=C1NCC1=CC=C(C=C1)OC1=CC=CC=C1)C1=CC=CC=C1)CC(=O)O (2-oxo-3-((4-phenoxybenzyl)amino)-6-phenylpyrazin-1(2H)-yl)acetic acid